O=C1NC(CCC1C=1C=CC(=NC1)CN1CCN(CC1)C1=CC=C(C=C1)NC1=NC=C(C(=N1)NCC=1C(=NC=CN1)N(S(=O)(=O)C)C)C(F)(F)F)=O N-(3-(((2-((4-(4-((5-(2,6-dioxopiperidin-3-yl)pyridin-2-yl)methyl)piperazin-1-yl)phenyl)amino)-5-(trifluoromethyl)pyrimidin-4-yl)amino)methyl)pyrazin-2-yl)-N-methylmethanesulfonamide